FC(OCC1=NN=C(O1)C1=NC=C(C=C1N)S(=O)(=O)C1=CC=C(C=C1)OC(F)(F)F)F 2-{5-[(Difluoromethoxy)methyl]-1,3,4-oxadiazol-2-yl}-5-[4-(trifluoromethoxy)benzene-1-sulfonyl]pyridin-3-amine